COC1=CC2=C(OCCN2)C=C1 6-methoxy-3,4-dihydro-2H-benzo[b][1,4]oxazine